bromothiazoleal BrC=1N=C(SC1)C=O